S(=O)(=O)(O)O.COC(N)=N O-methyl-isourea sulphate